C1(CC1)C(CC(=O)C1=C(C=CC(=C1)F)C)=O cyclopropyl-3-(5-fluoro-2-methylphenyl)propane-1,3-dione